ClC1=CN=NC=C1N1CC=2N(CC1)C(=CN2)CC2=C(C=CC=C2)C(F)(F)F 4-chloro-5-(3-(2-(trifluoromethyl)benzyl)-5,6-dihydroimidazo[1,2-a]pyrazin-7(8H)-yl)pyridazin